CC1=CC=C(O1)CC1=C(C(=O)N)C=CC=C1NC=1N=NC(=CC1)C1=CC=NC=C1 [(5-methylfuran-2-yl)methyl]-3-{[6-(pyridin-4-yl)pyridazin-3-yl]amino}benzamide